1-ethyl-5-nitroindoline C(C)N1CCC2=CC(=CC=C12)[N+](=O)[O-]